acryl-oxyethyltrimethoxysilane C(=O)(C=C)OCC[Si](OC)(OC)OC